C1([C@@H](O)[C@@H](O)[C@H](O)[C@H](O1)CO)[C@@]1([C@H](O)[C@H](O)[C@@H](CO)O1)N1C(=O)NC(=O)C=C1 D-mannosyl-uridine